5-benzyl 1-ethyl (tert-butoxycarbonyl)-D-glutamate C(C)(C)(C)OC(=O)N[C@H](CCC(=O)OCC1=CC=CC=C1)C(=O)OCC